NC1=CC2=C(N(C([C@H](O2)C)=O)[C@@H](C)C2=CC=CC=C2)C=C1C(F)(F)F (2R)-7-amino-2-methyl-4-[(1S)-1-phenylethyl]-6-(trifluoromethyl)-2H-1,4-benzoxazin-3-one